ClCC1=CC=C(C=C1)C1CC(C=2C=CC=C3C=CC=C1C23)=O 3-(4-(chloromethyl)phenyl)-2,3-dihydro-1H-phenalen-1-one